C(C)(C)(C)OC(NC=1SC2=C(C1C#N)C(=CC=C2F)C2=C(C=C1C=NC(=NC1=C2F)S(=O)(=O)CC)Cl)=O N-[4-(6-chloro-2-ethylsulfonyl-8-fluoro-quinazolin-7-yl)-3-cyano-7-fluoro-benzothien-2-yl]Carbamic acid tert-butyl ester